6-bromo-2-(2-chloro-6-fluorophenyl)-4-isopropylphthalazin-1(2H)-one BrC=1C=C2C(=NN(C(C2=CC1)=O)C1=C(C=CC=C1F)Cl)C(C)C